COC1=NC=C(C=N1)[C@@H](CC(=O)O)N1N=CC=C1CCCC=1C=CC2=C(NCCCC2)N1 |r| (±)-3-(2-methoxypyrimidin-5-yl)-3-(5-(3-(6,7,8,9-tetrahydro-5H-pyrido[2,3-b]azepin-2-yl)propyl)-1H-pyrazol-1-yl)propanoic acid